2-methyl-4'-(methylthio)2-morpholino-propiophenone CC(C(=O)C1=CC=C(C=C1)SC)(C)N1CCOCC1